C(C1=CC=CC=C1)OC(=O)C=1C(=NC(=CC1C1=CC=NC=C1OC)N1N=CC=CC1=O)C(F)F (difluoromethyl)-5'-methoxy-6-(6-oxopyridazin-1(6H)-yl)-[4,4'-bipyridine]-3-carboxylic acid benzyl ester